C(C)OC(/C(/C(C)=O)=N/NC1=C(C=CC(=C1)OC)Cl)=O.OC1=C(OC(=C1O)C1=CC=C(C=C1)Cl)NS(=O)(=O)C1=CC=CC=C1 N-(3,4-dihydroxy-5-(4-chlorophenyl)-2-furyl)benzenesulfonamide ethyl-(2E)-2-[2-(2-chloro-5-methoxyphenyl)hydrazono]-3-oxobutanoate